(3S)-3-(3-cyano-5-fluoro-phenyl)-5-hydroxy-isoxazolidine-2-carboxylic acid tert-butyl ester C(C)(C)(C)OC(=O)N1OC(C[C@H]1C1=CC(=CC(=C1)F)C#N)O